(S)-3-(1-acetylazetidin-3-yl)-1-(5-chloro-3-fluoropyridin-2-yl)-4-(4-chlorobenzyl)piperazine-2,5-dione C(C)(=O)N1CC(C1)[C@H]1C(N(CC(N1CC1=CC=C(C=C1)Cl)=O)C1=NC=C(C=C1F)Cl)=O